ClC1=NC=2C=C(C(C(C2C(=N1)Cl)=O)[C@H]1COCC1)OC 2,4-dichloro-7-methoxy-6-[(3S)-tetrahydrofuran-3-yl]oxo-quinazoline